COCCCOC=1C=C(C=NC1)S(=O)(=O)O 5-(3-methoxypropoxy)pyridine-3-sulfonic acid